ClC=1C(=NC(=NC1)NC1=C(C=C(C=C1)C(=O)N1CCOCC1)OC)C=1C=NN(C1)C1CC1 (4-((5-chloro-4-(1-cyclopropyl-1H-pyrazol-4-yl)pyrimidin-2-yl)amino)-3-methoxyphenyl)(morpholino)methanone